3-methyl-4-nitroiminotetrahydro-1,3,5-oxadiazine CN1COCNC1=N[N+](=O)[O-]